(7R,8aS)-7-(2,3-dichloro-6-hydroxyphenyl)-2-(3-hydroxycyclobutane-1-carbonyl)hexahydropyrrolo[1,2-a]pyrazin-4(1H)-one ClC1=C(C(=CC=C1Cl)O)[C@H]1C[C@@H]2N(C(CN(C2)C(=O)C2CC(C2)O)=O)C1